N[C@@H]([C@@H](C(=O)NC(C(=O)O)C1=CC=CC=C1)O)CC1=CC=CC=C1 2-[[(2S,3R)-3-amino-2-hydroxy-4-phenyl-butanoyl]amino]-2-phenyl-acetic acid